Cl.COC=1N=C2C(=CC=NC2=CC1OC)OC1=C(C=C(C=C1)NC(=O)C=1C(N(C=CC1)C1=CC(=NC=C1)O)=O)F N-[4-[(6,7-Dimethoxy-1,5-naphthyridin-4-yl)oxy]-3-fluorophenyl]-1-(2-hydroxypyridin-4-yl)-2-oxopyridine-3-carboxamide hydrochloride